5-((5-(1-Hydroxyethyl)-3-(2,2,2-trifluoroethoxy)pyridin-2-yl)oxy)-N-(4-methyl-1,1-dioxidotetrahydro-2H-thiopyran-4-yl)pyrazolo[1,5-a]pyridine-2-carboxamide OC(C)C=1C=C(C(=NC1)OC1=CC=2N(C=C1)N=C(C2)C(=O)NC2(CCS(CC2)(=O)=O)C)OCC(F)(F)F